o-Butylaniline C(CCC)C1=C(N)C=CC=C1